C1(CCC1)C(CNC(=O)[C@@H]1[C@@H]([C@H]2CC[C@@H]1C2)NC(=O)C=2C(=CC(=C(OC1CCC(CC1)(C(=O)O)C)C2)F)OC)C2CC2 (1S,4s)-4-(5-(((1S,2R,3S,4R)-3-((2-cyclobutyl-2-cyclopropylethyl)carbamoyl)bicyclo[2.2.1]hept-2-yl)carbamoyl)-2-fluoro-4-methoxyphenoxy)-1-methylcyclohexane-1-carboxylic acid